N-((1S,3R)-3-(3-(trifluoromethyl)phenoxy)cyclopentyl)acrylamide FC(C=1C=C(O[C@H]2C[C@H](CC2)NC(C=C)=O)C=CC1)(F)F